BrC1=NC=2N=C(NC(C2N1)=O)N 8-bromoguanine